O1COCC2=C1C=CC(=C2)C(N2CCN(CC2)C(=O)N2N=NC1=C2C=C2C(=C1)OCCO2)C2=CC1=C(OCOC1)C=C2 (4-(bis(4H-benzo[d][1,3]dioxin-6-yl)methyl)piperazin-1-yl)(6,7-dihydro-1H-[1,4]dioxino[2',3':4,5]benzo[1,2-d][1,2,3]triazol-1-yl)methanone